C(CCCCCCC)ON1C(CC(CC1(C)C)C(C(=O)O)(CCCCCCCC(=O)O)C1CC(N(C(C1)(C)C)OCCCCCCCC)(C)C)(C)C Bis(1-octyloxy-2,2,6,6-tetramethyl-4-piperidyl)sebacic acid